C[NH+](CC1=CC=C(C=C1)C=C)C dimethyl-(4-vinylbenzyl-ammonium)